N-(3-(4-methylpiperazin-1-yl)propyl)thieno[3,2-b]pyridin-7-amine CN1CCN(CC1)CCCNC1=C2C(=NC=C1)C=CS2